CN1N=C(C(=C1)C(=O)OCC)OCCN1CCOCC1 ethyl 1-methyl-3-(2-morpholinoethoxy)-1H-pyrazole-4-carboxylate